methyl 2-(3-bromo-5-chlorophenyl)-2-methylpropionate BrC=1C=C(C=C(C1)Cl)C(C(=O)OC)(C)C